nonyl (2-(4-(undecan-6-yl)piperazin-1-yl)ethyl) hydrogen phosphate P(=O)(OCCCCCCCCC)(OCCN1CCN(CC1)C(CCCCC)CCCCC)O